2-(2-(2-toluoyloxy)ethoxy)acetic acid C=1(C(=CC=CC1)C(=O)OCCOCC(=O)O)C